(S)-1,2,3,4-tetrahydronaphthalen-1-amine [C@@H]1(CCCC2=CC=CC=C12)N